ClC1=NC(=CC=C1C(=O)Cl)Cl 2,6-dichloropyridine-3-carboxylic acid chloride